ClC=1C=C(C=CC1Cl)N1CC(N(CC1)C(=O)C1(CC=C(O)C=C1)O)C(=O)N1CCC2(CC(C2)=O)CC1 4-(4-(3,4-dichlorophenyl)-2-(2-oxo-7-azaspiro[3.5]nonane-7-carbonyl)piperazine-1-carbonyl)quinol